6-anilino-2-(2,6-dichlorophenyl)pyrido[2,3-b]pyrazin-3(4H)-one N(C1=CC=CC=C1)C=1C=CC2=C(NC(C(=N2)C2=C(C=CC=C2Cl)Cl)=O)N1